[2-({[(tert-butoxy)carbonyl]amino}methyl)pyridin-4-yl]boronic acid C(C)(C)(C)OC(=O)NCC1=NC=CC(=C1)B(O)O